IC=1C(=C(C=CC1C)NC(OC(C)(C)C)=O)[N+](=O)[O-] tert-butyl (3-iodo-4-methyl-2-nitrophenyl)carbamate